ClC1=C(C(=O)NC2=NN=NN2C)C=CC(=C1NC(C(C)F)=O)OC 2-chloro-3-(2-fluoropropanoylamino)-4-methoxy-N-(1-methyltetrazol-5-yl)benzamide